O=C1NC(CCC1N1C(C2=CC=C(C=C2C1)OCC(=O)O)=O)=O 2-((2-(2,6-dioxopiperidin-3-yl)-1-oxoisoindolin-5-yl)oxy)acetic acid